Di-vinyl-Norleucine C(=C)N([C@@H](CCCC)C(=O)O)C=C